F[B-](F)(F)F.C[S+](C1=CC=CC=C1)C1=CC=CC=C1 Methyldi-phenylsulfonium tetrafluoroborat